1-(4-((4-((2-fluoro-4-((2-(4-methyl-1,4-diazepan-1-yl)pyridin-4-yl)oxy)phenyl)amino)-7-methoxyquinazolin-6-yl)amino)piperidin-1-yl)prop-2-en-1-one FC1=C(C=CC(=C1)OC1=CC(=NC=C1)N1CCN(CCC1)C)NC1=NC=NC2=CC(=C(C=C12)NC1CCN(CC1)C(C=C)=O)OC